2-(4-Chloro-3-fluorophenoxy)-N-{4-[5-(4-chlorophenyl)-1,3,4-oxadiazol-2-yl]piperazin-1-yl}acetamide ClC1=C(C=C(OCC(=O)NN2CCN(CC2)C=2OC(=NN2)C2=CC=C(C=C2)Cl)C=C1)F